benzyl tert-butyl ((1R,3S)-cyclohexane-1,3-diyl)dicarbamate [C@@H]1(C[C@H](CCC1)NC(OC(C)(C)C)=O)NC(OCC1=CC=CC=C1)=O